ClC1=C(C=NC=C1)N1C=C(C=2C1=NC=C(C2)C=2C(=NOC2C)C)C2=C(C=C(C(=O)O)C=C2)OC(F)(F)F 4-(1-(4-chloropyridin-3-yl)-5-(3,5-dimethylisoxazol-4-yl)-1H-pyrrolo[2,3-b]pyridin-3-yl)-3-(trifluoromethoxy)benzoic acid